ClC=1C=NN(C(C1Cl)=O)CC(=O)NC=1C=CC(=C(C(=O)N(C)C)C1)C(F)(F)F 5-(2-(4,5-dichloro-6-oxopyridazin-1(6H)-yl)acetamido)-N,N-dimethyl-2-(trifluoromethyl)benzamide